(E)-4-(3-((2-aminophenyl)amino)-3-oxoprop-1-en-1-yl)-N-((1-benzylpiperidin-4-yl)methyl)benzamide (+/-)-2-(4-methyl-3-cyclohexen-1-yl)-2-propyl-acetate CC1=CCC(CC1)C(C(=O)O)CCC.NC1=C(C=CC=C1)NC(/C=C/C1=CC=C(C(=O)NCC2CCN(CC2)CC2=CC=CC=C2)C=C1)=O